4-(7-chloro-3-quinolylamino)-2-[p-(3-morpholinopropoxy)phenylamino]pyrimidine ClC1=CC=C2C=C(C=NC2=C1)NC1=NC(=NC=C1)NC1=CC=C(C=C1)OCCCN1CCOCC1